C1(=C(C(=C(C(=C1[2H])[2H])[2H])[2H])C([2H])([2H])[2H])C([2H])([2H])[2H] xylene-d10